1-(2-(((tert-butyldiphenylsilyl)oxy)methyl)-5-nitrophenyl)-N-methylmethanamine [Si](C1=CC=CC=C1)(C1=CC=CC=C1)(C(C)(C)C)OCC1=C(C=C(C=C1)[N+](=O)[O-])CNC